N-hydroxy-4-(4-((2-methyl-4-quinazolinyl)amino)phenoxy)butanamide tetrasodium [Na].[Na].[Na].[Na].ONC(CCCOC1=CC=C(C=C1)NC1=NC(=NC2=CC=CC=C12)C)=O